Cl.NCC(=O)C1=CC=C(C=C1)[N+](=O)[O-] 2-amino-1-(4-nitrophenyl)ethan-1-one hydrochloride